ClC1=C(C=C(C(=C1)F)[N+](=O)[O-])C1COCCCN1 3-(2-chloro-4-fluoro-5-nitro-phenyl)-1,4-oxazepan